ClC1=CC=C(C(=N1)C(=O)O)N[C@@H](C)C=1C=C(C=C2C(N(C(=NC12)N1CC(CCC1)(F)F)C)=O)C (S)-6-chloro-3-((1-(2-(3,3-difluoropiperidin-1-yl)-3,6-dimethyl-4-oxo-3,4-dihydroquinazolin-8-yl)ethyl)amino)picolinic acid